N1CC(C1)CN1C=CC=2C(=C(C=CC12)C)C(=O)N[C@H](C)C1=CC=CC2=CC=CC=C12 (R)-1-(azetidin-3-ylmethyl)-5-methyl-N-(1-(naphthalen-1-yl)ethyl)-1H-indole-4-carboxamide